C(C)(=O)N1CCC(CC1)NC1=NC(=NC=C1C#N)Cl 4-((1-acetylpiperidin-4-yl)amino)-2-chloropyrimidine-5-carbonitrile